ClC1=C(C=C2C=C(N=CC2=C1)NC(=O)C1CC12CC2)C2CCN(CC2)C2COC2 N-(7-chloro-6-(1-(oxetan-3-yl)piperidin-4-yl)isoquinolin-3-yl)spiro[2.2]pentane-1-carboxamide